The molecule is a 5-hydroxylysine consisting of L-lysine having an (R)-hydroxy group at the 5-position. It has a role as a human metabolite. It is a 5-hydroxylysine and a hydroxy-L-lysine. It is a conjugate base of an erythro-5-hydroxy-L-lysinium(1+). C(C[C@@H](C(=O)O)N)[C@H](CN)O